sodium trifluorooctadecanoate FC(CCCCCCCCCCCCCCCCC(=O)[O-])(F)F.[Na+]